C12CNCC(CC1)N2C2=CC=C1C(=N2)CN(C1)C(CC1CCC(CC1)(F)F)=O 1-(2-(3,8-diazabicyclo[3.2.1]octan-8-yl)-5,7-dihydro-6H-pyrrolo[3,4-b]pyridin-6-yl)-2-(4,4-difluorocyclohexyl)ethan-1-one